tert-butyl (2-(2-chloro-4-((3-(1-(cyanomethyl)-3-(trifluoromethyl)-1H-pyrazol-4-yl)imidazo[1,2-a]pyrazin-8-yl)amino)benzamido)ethyl)carbamate ClC1=C(C(=O)NCCNC(OC(C)(C)C)=O)C=CC(=C1)NC=1C=2N(C=CN1)C(=CN2)C=2C(=NN(C2)CC#N)C(F)(F)F